1-(4-chloro-5-fluoro-2-nitrophenyl)-4-methylpiperazine ClC1=CC(=C(C=C1F)N1CCN(CC1)C)[N+](=O)[O-]